C(C)N(C(=O)N1CC=2NC(=NC2C1)C1=NC=CC(=C1)C1=C2N(N=C1C1=NC(=CC=C1)C)CCC2)C N-Ethyl-N-methyl-2-(4-(2-(6-methylpyridin-2-yl)-5,6-dihydro-4H-pyrrolo[1,2-b]pyrazol-3-yl)pyridin-2-yl)-4,6-dihydropyrrolo[3,4-d]imidazole-5(1H)-carboxamide